NC1=NC=2C=CC(=CC2C2=C1COC2)C(=O)N(C)CC2=NC=C(C=C2)Br 4-amino-N-((5-bromo-2-pyridinyl)methyl)-N-methyl-1,3-dihydrofuro[3,4-c]quinoline-8-carboxamide